2,4-dimethyl-1,5-pentylene glycol CC(CO)CC(CO)C